Cl.Cl.NCCCCN(C1=C2CN(C(C2=CC=C1)=O)N1C(CCCC1=O)=O)C1CCC(CC1)N (4-((4-aminobutyl)((1S,4S)-4-aminocyclohexyl)amino)-1-oxoisoindolin-2-yl)piperidine-2,6-dione dihydrochloride